NC=1C2=C(N=CN1)N(C(=C2C2=CC=C(C=C2)OC([2H])([2H])[2H])C2=C(CC1(CCN(CC1)C(=O)OC(C)(C)C)CC2)F)C tert-butyl 9-(4-amino-5-(4-(methoxy-d3)phenyl)-7-methyl-7H-pyrrolo[2,3-d]pyrimidin-6-yl)-8-fluoro-3-azaspiro[5.5]undec-8-ene-3-carboxylate